O=C1C(CN(C12CN(CC2)C(=O)OC(C)(C)C)C(=O)OCC2=CC=CC=C2)C(=O)OC 1-benzyl 7-tert-butyl 3-methyl 4-oxo-1,7-diazaspiro[4.4]nonane-1,3,7-tricarboxylate